tert-butyl N-[4-[(2,3-diamino-4-pyridyl)oxy]-2-methylsulfanyl-phenyl]carbamate NC1=NC=CC(=C1N)OC1=CC(=C(C=C1)NC(OC(C)(C)C)=O)SC